(R)-N-(1-(3-benzyl-7-chloro-4-oxo-3,4-dihydroquinazolin-2-yl)-2-methylpropyl)-N-(3-((10-bromodecyl)amino)propyl)-4-methylbenzamide C(C1=CC=CC=C1)N1C(=NC2=CC(=CC=C2C1=O)Cl)[C@@H](C(C)C)N(C(C1=CC=C(C=C1)C)=O)CCCNCCCCCCCCCCBr